2-(3,8-diazabicyclo[3.2.1]oct-8-yl)-4-bromo-N-cyclopentylbenzo[d]thiazole-6-carboxamide C12CNCC(CC1)N2C=2SC1=C(N2)C(=CC(=C1)C(=O)NC1CCCC1)Br